6,7-diazaspiro[3.4]octane dihydrochloride Cl.Cl.C1CCC12CNNC2